C1(=CC=CC=C1)P(=O)(C1=CC=CC=C1)C=1N=C2C=CC(=CC2=C2C=CC=CC12)C#N 6-(diphenylphosphoryl)phenanthridine-2-carbonitrile